C[C@H]1OCCN(C1)C1=CC=CC(=N1)NC(C1=C(C=C(C=C1)[S@@](=O)(=N)C(C)(C)C)N1CCC2(CC2)CC1)=O N-(6-((R)-2-Methylmorpholino)pyridin-2-yl)-4-((R)-2-methylpropan-2-ylsulfonimidoyl)-2-(6-azaspiro[2.5]octan-6-yl)benzamide